3-(3-Methyl-2-oxo-4-(1-(piperidin-4-ylmethyl)piperidin-4-yl)-2,3-dihydro-1H-benzo[d]imidazol-1-yl)piperidine-2,6-dione CN1C(N(C2=C1C(=CC=C2)C2CCN(CC2)CC2CCNCC2)C2C(NC(CC2)=O)=O)=O